(R or S)-4-cyclopropyl-2-(3-(3-fluoro-4-methylphenyl)-3-(1,2,4-thiadiazol-5-yl)pyrrolidine-1-carboxamido)benzoic acid C1(CC1)C1=CC(=C(C(=O)O)C=C1)NC(=O)N1C[C@](CC1)(C1=NC=NS1)C1=CC(=C(C=C1)C)F |o1:17|